FC(C=1N=C(OC1C(=O)N1[C@H](C2=C(CC1)NC=N2)C2=NN1C(C=CC=C1C)=C2)C(C)(C)O)F (R)-(4-(difluoromethyl)-2-(2-hydroxypropan-2-yl)oxazol-5-yl)(4-(7-methylpyrazolo[1,5-a]pyridin-2-yl)-6,7-dihydro-1H-imidazo[4,5-c]pyridin-5(4H)-yl)methanone